N-(2-bromo-4-chloro-6-(isopropylcarbamoyl)phenyl)tetrahydro-2H-pyran-4-carboxamide BrC1=C(C(=CC(=C1)Cl)C(NC(C)C)=O)NC(=O)C1CCOCC1